C(C)(C)N1N=C(C=C1NC=1C=NC=2CCN=CC2C1)C 3-((1-isopropyl-3-methyl-1H-pyrazol-5-yl)amino)-7,8-dihydro-1,6-naphthyridin